4-({6-(3,8-diazabicyclo[3.2.1]octan-3-yl)-9-methyl-2-[(tetrahydro-1H-pyrrolizin-7a(5H)-yl)methoxy]-9H-purin-8-yl}oxy)-5-fluoronaphthalen-2-ol-Hydrogen Chloride Salt Cl.C12CN(CC(CC1)N2)C2=C1N=C(N(C1=NC(=N2)OCC21CCCN1CCC2)C)OC2=CC(=CC1=CC=CC(=C21)F)O